O=C1NC[C@H](N2C=3C(=C(SC13)C=1C=NNC1)CCC2)CC#N (R)-2-(9-oxo-2-(1H-pyrazol-4-yl)-4,5,6,7,8,9-hexahydro-3H-1-thia-5a,8-diazabenzo[cd]azulen-6-yl)acetonitrile